C(C)(C)(C)OC(=O)N1CCC(CC1)SC1=NC2=CC(=NC=C2C=C1)Cl 4-[(7-chloro-1,6-naphthyridin-2-yl)thio]Piperidine-1-carboxylic acid tert-butyl ester